N-(4-(4-(2-(4,4-difluoropiperidin-1-yl)-6-methoxypyrimidin-4-yl)-1H-1,2,3-triazol-1-yl)-3-(6-azaspiro[2.5]octan-6-yl)phenyl)-2-hydroxyethanesulfonamide FC1(CCN(CC1)C1=NC(=CC(=N1)C=1N=NN(C1)C1=C(C=C(C=C1)NS(=O)(=O)CCO)N1CCC2(CC2)CC1)OC)F